(5Z)-5-(1,3-benzothiazol-6-ylmethylene)-3-ethyl-2-thioxo-imidazolidin-4-one S1C=NC2=C1C=C(C=C2)\C=C/2\C(N(C(N2)=S)CC)=O